ClC=1C=C(C=CC1N1C=NC(=C1)C1=NC(=NC=C1C(F)(F)F)N[C@@H]1[C@@H](CN(CC1)S(=O)(=O)C)C)C1N(CCCC1)C(=O)OC(C)(C)C tert-Butyl 2-(3-chloro-4-(4-(2-(((3R,4S)-3-methyl-1-(methylsulfonyl)piperidin-4-yl)amino)-5-(trifluoromethyl)pyrimidin-4-yl)-1H-imidazol-1-yl)phenyl)piperidine-1-carboxylate